hexanedione-o-nitrobromoanilinediazonium salt [N+](=O)([O-])C1=C(N([N+]#N)Br)C=CC=C1.CC(C(CCC)=O)=O